N,N-dimethyl-2-(4-(5-methyl-3,4,5,6-tetrahydropyridin-2-yl)phenyl)ethanamine CN(CCC1=CC=C(C=C1)C1=NCC(CC1)C)C